N-{4-[(1E)-N-CARBAMIMIDOYLETHANEHYDRAZONOYL]PHENYL}-1H-INDOLE-3-CARBOXAMIDE C(N)(=N)N/N=C(\C)/C1=CC=C(C=C1)NC(=O)C1=CNC2=CC=CC=C12